C(C1=CC=CC=C1)OC(=O)N1OC2C=CC1CC2 2-oxa-3-azabicyclo[2.2.2]oct-5-ene-3-carboxylic acid benzyl ester